NC1=NC=NN2C1=C(N=C2C(C)C)C2=CC=C(CNC(C1=C(C=CC=C1OC)F)=O)C=C2 N-(4-(4-amino-7-isopropylimidazo[5,1-f][1,2,4]triazin-5-yl)benzyl)-2-fluoro-6-methoxybenzamide